CC12N[C@@H](C(C1)C2)[C@@H](O)C2=C(C=CC=C2)F (S)-{(S)-1-methyl-2-azabicyclo[2.1.1]hex-3-yl}(o-fluorophenyl)methanol